FC1=C(C=CC(=C1)F)C1=C(C(=CN1S(=O)(=O)C=1C=NC(=CC1)C)C(=O)OC)OC Methyl 5-(2,4-difluorophenyl)-4-methoxy-1-((6-methylpyridin-3-yl) sulfonyl)-1H-pyrrole-3-carboxylate